[Si](C)(C)(C(C)(C)C)OCC1=CC=C(C=C1)NC1C(=CC=C(N1C)C1=CNC(C=C1)=O)[N+](=O)[O-] 6-((4-(((tert-butyldimethylsilyl)oxy)methyl)phenyl)amino)-1-methyl-5-nitro-[2,3'-bipyridin]-6'(1'H)-one